C[C@@H]1CN(CCC1)C(=O)C=1C=C2C=CC=C(C2=CC1)C=1C=C2C=NNC(C2=CC1)=O (S)-6-(6-(3-methylpiperidine-1-carbonyl)naphthalen-1-yl)phthalazin-1(2H)-one